C(C)(C)(C)OC(=O)N([C@H](C(=O)ON1C(CCC1=O)=O)CO[Si](C1=CC=CC=C1)(C1=CC=CC=C1)C(C)(C)C)C (2,5-dioxopyrrolidin-1-yl) (2S)-2-[tert-butoxycarbonyl(methyl)amino]-3-[tert-butyl(diphenyl)silyl]oxy-propanoate